ClC=1C(=NC(=NC1)NC1=C(C=C(C(=C1)CC)N1CCC(CC1)N1CC(C1)N(C)C)OC)NC1=C(C2=C(OCCO2)C=C1)P(C)C (6-((5-Chloro-2-((4-(4-(3-(dimethylamino)azetidin-1-yl)piperidin-1-yl)-5-ethyl-2-methyl-oxyphenyl)amino)pyrimidin-4-yl)amino)-2,3-dihydrobenzo[b][1,4]dioxin-5-yl)dimethylphosphine